((2'-(3-(4-chlorophenyl)azetidin-1-yl)-[2,4'-bipyrimidine]-4-yl)ethynyl)-1H-indazole ClC1=CC=C(C=C1)C1CN(C1)C1=NC=CC(=N1)C1=NC=CC(=N1)C#CN1N=CC2=CC=CC=C12